3-amino-2,2-dimethylpropan-1-ol NCC(CO)(C)C